C(C)(C)(C)OC(C(C)(C)C1=CC=C(C=C1)NC1=C(N=NC(=C1)C1=C(C=CC=C1F)F)C(=O)[O-])=O 4-((4-(1-(tert-Butoxy)-2-methyl-1-oxopropan-2-yl)phenyl)amino)-6-(2,6-difluorophenyl)pyridazine-3-carboxylate